[C@H]1(C[C@H](CC1)C(=O)O)C(=O)O trans-cyclopentane-1,3-dicarboxylic acid